4-CHLORO-5-METHYL-PYRIDINE-3-CARBALDEHYDE ClC1=C(C=NC=C1C)C=O